1-methyl-3-(2-(octylthio)ethyl)thiourea CNC(=S)NCCSCCCCCCCC